triphenyl-(difluoromethyl)phosphonium bromide [Br-].C1(=CC=CC=C1)[P+](C(F)F)(C1=CC=CC=C1)C1=CC=CC=C1